N-(3-((5-chloro-2-((1-(1-methylpiperidin-4-yl)-1H-pyrazol-4-yl)amino)pyrimidin-4-yl)oxy)-4-fluorophenyl)acrylamide ClC=1C(=NC(=NC1)NC=1C=NN(C1)C1CCN(CC1)C)OC=1C=C(C=CC1F)NC(C=C)=O